1-(4-(5-tert-octyl-benzooxazol-2-yl)phenyl)-3-styryl-5-phenyl-pyrazoline C(C)(C)(CC(C)(C)C)C=1C=CC2=C(N=C(O2)C2=CC=C(C=C2)N2NC(=CC2C2=CC=CC=C2)C=CC2=CC=CC=C2)C1